6,6a,7,8,9,10-hexahydro-4H-pyrazino[1,2-a]pyrrolo[4,3,2-de]quinoline C1=CC=C2C=3C(CC4N(C13)CCNC4)=CN2